P(=O)(OCCCCCCCCCCCCCCCCCC)([O-])[O-].[K+].[K+] potassium (1-octadecyl) phosphate